CC(C(=O)OCS\C(\NC1=C(C=CC(=C1)C)C(C)C)=N/N=C/C1=CC=C(C=C1)N1N=C(C(=C1)NC(C1=CC=C(C=C1)OC(F)(F)F)=O)C)C [(Z)-N-(2-isopropyl-5-methyl-phenyl)-N'-[(E)-[4-[3-methyl-4-[[4-(trifluoromethoxy)benzoyl] amino]pyrazol-1-yl]phenyl]methyleneamino]carbamimidoyl]sulfanylmethyl 2-methylpropanoate